tert-butyl (3R,4S)-3-(5-(ethoxycarbonyl)-2-methylphenyl)-4-hydroxypyrrolidine-1-carboxylate C(C)OC(=O)C=1C=CC(=C(C1)[C@@H]1CN(C[C@H]1O)C(=O)OC(C)(C)C)C